6-(2-(3,4-dimethoxyphenoxy)ethoxy)-2-(4-fluorophenyl)-3-(5-methylthiazol-4-yl)-1H-inden-1-one COC=1C=C(OCCOC2=CC=C3C(=C(C(C3=C2)=O)C2=CC=C(C=C2)F)C=2N=CSC2C)C=CC1OC